tert-butyl N-(2-(1-(8-methoxyquinazolin-4-yl)azetidin-3-yl)ethyl)sulfamoylcarbamate COC=1C=CC=C2C(=NC=NC12)N1CC(C1)CCNS(=O)(=O)NC(OC(C)(C)C)=O